Ethyl 1-(1-(6-bromoquinazolin-4-yl) azetidin-3-yl)-2-oxopyrrolidine-3-carboxylate BrC=1C=C2C(=NC=NC2=CC1)N1CC(C1)N1C(C(CC1)C(=O)OCC)=O